FC=1C=C(C=C(C1)C(F)(F)F)C1=CC(=CC=C1)[C@@H]1N(OCC1)C1=CC(=NC=N1)NC=1C(=CC(=C(C1)NC(C=C)=O)N1CCN(CC1)C)OC (R)-N-(5-((6-(3-(3'-fluoro-5'-(trifluoromethyl)-[1,1'-biphenyl]-3-yl)isoxazolidin-2-yl)pyrimidin-4-yl)amino)-4-methoxy-2-(4-methylpiperazin-1-yl)phenyl)acrylamide